Cl.N[C@H]1CN(CCC1)C(=O)OC(C)(C)C tert-butyl (R)-3-aminopiperidine-1-carboxylate hydrochloride